1-(3,5-dichloro-2-hydroxymethylphenyl)-3-[3-(2-hydroxyethylamino)-5-methoxyphenyl]urea ClC=1C(=C(C=C(C1)Cl)NC(=O)NC1=CC(=CC(=C1)OC)NCCO)CO